N-(2-(dimethylamino)-2-(thiophen-3-yl)ethyl)-5,6-difluoroisoindoline-2-carboxamide hydrochloride Cl.CN(C(CNC(=O)N1CC2=CC(=C(C=C2C1)F)F)C1=CSC=C1)C